O1C(CCCC1)N1N=CC(=C1)C1=NOC(=C1)CC=1OC(=CN1)C(=O)OCC ethyl 2-((3-(1-(tetrahydro-2H-pyran-2-yl)-1H-pyrazol-4-yl)isoxazol-5-yl)methyl)oxazole-5-carboxylate